NC1=CC(=C(C(=C1)F)C=1C=C2C(=CN1)N(N=C2NC(C2=CC=C(C=C2)N2CCN(CC2)C)=O)C(=O)OC(C)(C)C)F tert-Butyl 5-(4-amino-2,6-difluorophenyl)-3-(4-(4-methylpiperazin-1-yl)benzamido)-1H-pyrazolo[3,4-c]pyridine-1-carboxylate